FC1=C(C=CC2=C1C=C(O2)C(=O)N(C)C)C=2CN(CCC2)C(=O)C2NCC1=CC=CC=C1C2 4-fluoro-N,N-dimethyl-5-(1-(1,2,3,4-tetrahydroisoquinoline-3-carbonyl)-1,2,5,6-tetrahydropyridin-3-yl)benzofuran-2-carboxamide